5-(3-(piperidine-1-carbonyl)pyrazolo[1,5-a]pyridine-7-yl)-N-(Pyridin-3-yl)picolinamide N1(CCCCC1)C(=O)C=1C=NN2C1C=CC=C2C=2C=CC(=NC2)C(=O)NC=2C=NC=CC2